C(C)(C)(C)C1=C(C(=C(C(N1C1=CC=C(C=C1)F)=O)C(=O)NC1=CC(=C(C=C1)C1=CC=C2C(=N1)SC(=N2)N)C)OCC)C(C)(C)C Di-tert-butyl-N-(4-(2-aminothiazolo[5,4-b]pyridin-5-yl)-3-methylphenyl)-4-ethoxy-1-(4-fluorophenyl)-2-keto-1,2-dihydropyridine-3-carboxamide